(E)-4-{tert-butoxycarbonyl-[2-(3-chloro-10,11-dihydro-5H-dibenzo[b,f]azepin-5-yl)propyl]amino}-N,N-dimethyl-but-2-enamide C(C)(C)(C)OC(=O)N(C/C=C/C(=O)N(C)C)CC(C)N1C2=C(CCC3=C1C=CC=C3)C=CC(=C2)Cl